6-[4-(1-methyl-4-piperidinyl)-phenyl]quinazolin-4-one, hydrochloride Cl.CN1CCC(CC1)C1=CC=C(C=C1)C=1C=C2C(NC=NC2=CC1)=O